C(CCCCCCCCC)(=O)OCC\C=C/CC (Z)-3-hexenyl decanoate